C(CC)S(=O)(=O)[O-] 1-n-propyl-sulfonate